manganese bis(N,N'-diisopropylpentanamide) C(C)(C)N(C(CCCC)=O)C(C)C.C(C)(C)N(C(CCCC)=O)C(C)C.[Mn]